C(CCC)[C@@H]1N([C@H](C2=CC=C(C=C2C1)OC)C1=CC=C(C(=O)NCCOC)C=C1)C(C#C)=O 4-((1S,3S)-3-butyl-6-methoxy-2-propynoyl-1,2,3,4-tetrahydroisoquinolin-1-yl)-N-(2-methoxyethyl)benzamide